3,3-Difluorocyclobutane-1-carboxylic acid FC1(CC(C1)C(=O)O)F